2-(1H-1,3-benzodiazol-1-yl)-1-{5-[(1,2-dimethyl-1H-imidazol-4-yl)sulfonyl]-1H,2H,3H,4H,5H,6H-pyrrolo[3,4-c]pyrrol-2-yl}butan-1-one N1(C=NC2=C1C=CC=C2)C(C(=O)N2CC=1CN(CC1C2)S(=O)(=O)C=2N=C(N(C2)C)C)CC